3-(2-fluoro-4-((4-(1-(4-((1S,2R)-6-hydroxy-2-phenyl-1,2,3,4-tetrahydronaphthalen-1-yl)phenyl)piperidin-4-yl)piperazin-1-yl)methyl)phenyl)piperidine-2,6-dione FC1=C(C=CC(=C1)CN1CCN(CC1)C1CCN(CC1)C1=CC=C(C=C1)[C@@H]1[C@@H](CCC2=CC(=CC=C12)O)C1=CC=CC=C1)C1C(NC(CC1)=O)=O